CC(CC(=O)O)(CCCC=C)C 3,3-dimethyloct-7-enoic acid